C(C=C)(=O)N1CC(CC1)C1=NN(C=2C(=NNC(C21)=O)N)C2=CC=C(C=C2)OC2=CC=CC=C2 3-(1-Acryloylpyrrolidin-3-yl)-7-amino-1-(4-phenoxyphenyl)-1,5-dihydro-4H-pyrazolo[3,4-d]pyridazin-4-on